4-fluoro-4-(3-methylpyridin-2-yl)-N-{4-[1,2,2,2-tetrafluoro-1-trifluoromethyl-ethyl]phenyl}piperidine-1-carboxamide FC1(CCN(CC1)C(=O)NC1=CC=C(C=C1)C(C(F)(F)F)(C(F)(F)F)F)C1=NC=CC=C1C